amino-trimethyl-phosphoric acid NCOP(OC)(OC)=O